3-(1-oxo-5-(((1R,2S)-2-(3-(pyridin-4-yl)azetidin-1-yl)-cyclohexyl)oxy)isoindolin-2-yl)piperidine-2,6-dione O=C1N(CC2=CC(=CC=C12)O[C@H]1[C@H](CCCC1)N1CC(C1)C1=CC=NC=C1)C1C(NC(CC1)=O)=O